Cl.COC=1C=C(CCN)C=CC1OC 3,4-dimethoxyphenethylamine hydrochloride